OC[C@H]1N(C[C@@H](N(C1)C=1C2=C(N(C(N1)=O)C)C=CC(=N2)C#N)C)C(C)C2=CC=C(C=C2)OC(F)(F)F 4-((2S,5S)-5-(hydroxymethyl)-2-methyl-4-(1-(4-(trifluoromethoxy)phenyl)ethyl)piperazin-1-yl)-1-methyl-2-oxo-1,2-dihydropyrido[3,2-d]pyrimidine-6-carbonitrile